1-(4-hydroxyphenyl)-1-propanone OC1=CC=C(C=C1)C(CC)=O